CO[Si](C(CC)NCCNC(CC)[Si](OC)(OC)OC)(OC)OC N,N'-bis[α-(trimethoxysilyl)propyl]ethylenediamine